Cl.ClC=1C=C(C(=C(C1)O)C1=CC2=C(N=N1)N(C=N2)C[C@@H]2CN(CCC2)C)C 5-Chloro-3-methyl-2-(7-{[(3S)-1-methylpiperidin-3-yl]methyl}-7H-imidazo[4,5-c]pyridazin-3-yl)phenol hydrochloride